IC1=CC=C(C=C1)[C@H](C)NC(OC(C)(C)C)=O Tert-butyl (S)-(1-(4-iodophenyl)ethyl)carbamate